C12(CNCCC2C1)C1=NC2=CC(=NC=C2C=C1)C#N 2-(3-azabicyclo[4.1.0]hept-1-yl)-1,6-naphthyridine-7-carbonitrile